N-(3-(2-(tert-butyl)-5-(2-((1-(piperazin-1-ylsulfonyl)piperidin-4-yl)amino)pyrimidin-4-yl)thiazol-4-yl)-2-fluorophenyl)-2,6-difluorobenzenesulfonamide C(C)(C)(C)C=1SC(=C(N1)C=1C(=C(C=CC1)NS(=O)(=O)C1=C(C=CC=C1F)F)F)C1=NC(=NC=C1)NC1CCN(CC1)S(=O)(=O)N1CCNCC1